NC1=NC=CC2=C1N(C(N2[C@H]2CN(CCC2)C(=O)C(C#N)=CC(C)(C2=NC=CC(=C2)N2CCN(CC2)C)C)=O)C2=CC=C(C=C2)OC2=CC=CC=C2 (R)-2-(3-(4-amino-2-oxo-3-(4-phenoxyphenyl)-2,3-dihydro-1H-imidazo[4,5-c]pyridin-1-yl)piperidine-1-carbonyl)-4-methyl-4-(4-(4-methylpiperazin-1-yl)pyridin-2-yl)pent-2-enenitrile